5-(8-(3-hydroxy-3-methylpyrrolidin-1-yl)imidazo[1,2-b]pyridazin-6-yl)pyrimidine-2,4(1H,3H)-dione OC1(CN(CC1)C=1C=2N(N=C(C1)C=1C(NC(NC1)=O)=O)C=CN2)C